3,3-dihydroxybenzene OC1(CC=CC=C1)O